1-bromo-4,5-dichloro-2-(prop-2-en-1-yloxy)benzene BrC1=C(C=C(C(=C1)Cl)Cl)OCC=C